COC=1OCCCN1 2-methoxy-5,6-dihydro-4H-1,3-oxazine